C1(CC1)C1=NNC(=C1)C1CC2(CN(C2)C(=O)N2CC3(C2)CC(C3)CN3C=NC(=C3)C(F)(F)F)C1 [6-(3-cyclopropyl-1H-pyrazol-5-yl)-2-azaspiro[3.3]heptan-2-yl]-[6-[[4-(trifluoromethyl)imidazol-1-yl]methyl]-2-azaspiro[3.3]heptan-2-yl]methanone